tert-butyl 7-[3-cyano-6-[8-ethynyl-7-fluoro-3-(methoxymethoxy)-1-naphthyl]-5-fluoro-4-methyl-2,7-naphthyridin-1-yl]-3-oxa-7,9-diazabicyclo[3.3.1]nonane-9-carboxylate C(#N)C=1N=C(C2=CN=C(C(=C2C1C)F)C1=CC(=CC2=CC=C(C(=C12)C#C)F)OCOC)N1CC2COCC(C1)N2C(=O)OC(C)(C)C